C=1C=CN2C1C1=CC3=C(C=C1C=N2)C=CC=C3 benzo[g]pyrrolo[2,1-a]phthalazine